C(#C)C=1C=C(C(=CC1)N)N 4-ethynylbenzene-1,2-diamine